ClC=1N=NC(=CC1C1CCC1)C=1C(=NC(=NC1)OC)OC 3-chloro-4-cyclobutyl-6-(2,4-dimethoxypyrimidin-5-yl)pyridazine